CC1=C(C=C(N)C=C1)S(=O)(=O)CCCC1=CC=CC=C1 4-methyl-3-(3-phenylpropylsulfonyl)aniline